N1(CC1)CC(=O)O 1-Aziridineacetic acid